COC1=C(C=CC=C1)C1=NN=C(O1)CCCC(=O)N 4-[5-(2-methoxyphenyl)-1,3,4-oxadiazol-2-yl]butanamide